4-(3,5-dimethyl-1H-pyrazol-4-yl)-1,3-benzothiazole, Hydrochloride Salt Cl.CC1=NNC(=C1C1=CC=CC2=C1N=CS2)C